O=C1NC(CCC1C1=CC=C(C=C1)NC(C1=CC=C(C=C1)CN[C@@H]1[C@@]2(CC[C@H](C1)C2(C)C)C)=O)=O N-(4-(2,6-dioxopiperidin-3-yl)phenyl)-4-((((1R,2S,4R)-1,7,7-trimethylbicyclo[2.2.1]heptane-2-yl)amino)methyl)benzamide